IC1=CC=2C=NC=CC2O1 2-iodofuro[3,2-c]pyridine